(6-fluoro-5-methylpyridin-3-yl)ethan-1-ol FC1=C(C=C(C=N1)C(C)O)C